ClC=1C=C2C(=NC(=NC2=C(C1C1=C(C(=CC(=N1)N)C)C(F)(F)F)F)OC[C@H]1NCCC1)N1[C@H](CNCC1)C 6-(6-chloro-8-fluoro-4-((S)-2-methylpiperazin-1-yl)-2-(((S)-pyrrolidin-2-yl)methoxy)quinazolin-7-yl)-4-methyl-5-(trifluoromethyl)pyridin-2-amine